C(CC=CCCCC)(=O)O 3-Octenoic acid